C(C=C)(=O)O.OC(=O)CCCCCCCCC.OC(=O)CCCCCCCCC.OC(=O)CCCCCCCCC.OCC(O)CO glycerol tricaprate acrylate